isopropyl trans-N-[4-[5-[4-[(5-ethylpyridazin-3-yl)amino]-2-(ethylsulfamoyl)phenyl]thiazol-2-yl]cyclohexyl]carbamate C(C)C=1C=C(N=NC1)NC1=CC(=C(C=C1)C1=CN=C(S1)[C@@H]1CC[C@H](CC1)NC(OC(C)C)=O)S(NCC)(=O)=O